(1R,3S)-3-aminocyclopentan-1-ol HCl Cl.N[C@@H]1C[C@@H](CC1)O